(1S,2S)-N-(6-(5-chloro-7-cyclopropoxy-6-fluoro-1H-indazol-4-yl)imidazo[1,2-a]pyrazin-2-yl)-2-fluorocyclopropane-1-carboxamide ClC=1C(=C2C=NNC2=C(C1F)OC1CC1)C=1N=CC=2N(C1)C=C(N2)NC(=O)[C@H]2[C@H](C2)F